dimethylolethanoic acid C(O)C(C(=O)O)CO